5-Methyl-N4-(4-chloro-[3-(1,1-dimethylethylsulfonamido)]phenyl)-N2-[3-fluoro-4-(1-methylpiperidin-4-ylcarbamoyl)phenyl]pyrimidine-2,4-diamine CC=1C(=NC(=NC1)NC1=CC(=C(C=C1)C(NC1CCN(CC1)C)=O)F)NC1=CC(=C(C=C1)Cl)NS(=O)(=O)C(C)(C)C